OC=1C(=C(C(=CC1)C)N1C=NC2=C(C1=O)C=C(N2)C=2C=NN(C2)C)C 3-(3-hydroxy-2,6-dimethylphenyl)-6-(1-methyl-1H-pyrazol-4-yl)-3,7-dihydro-4H-pyrrolo[2,3-d]pyrimidin-4-one